N-(3,3-difluoro-2-hydroxy-propyl)-4-methyl-benzenesulfonamide FC(C(CNS(=O)(=O)C1=CC=C(C=C1)C)O)F